GLUCOSAMINE HYDROCHLORIDE Cl.OC1[C@H](N)[C@@H](O)[C@H](O)[C@H](O1)CO